FC(OC1=CC=C2CN(C(C2=C1)=O)CCNC1=NC=CC2=CC=C(C=C12)C1=NOC(=N1)C)F 6-(difluoromethoxy)-2-(2-{[7-(5-methyl-1,2,4-oxadiazol-3-yl)isoquinolin-1-yl]amino}ethyl)-2,3-dihydro-1H-isoindol-1-one